tert-butyl (4-chloro-2-fluoro-5-(7-oxa-2-azaspiro[3.5]non-2-yl)phenyl)carbamate ClC1=CC(=C(C=C1N1CC2(C1)CCOCC2)NC(OC(C)(C)C)=O)F